ClC1=C(OC2=CC=C(C=C2C1=O)Cl)C1=CC=CC=C1 3,6-Dichloro-2-phenyl-4h-chromen-4-one